(3-fluoro-2-(pyrimidin-2-yl)phenyl)((1S,4S,6R)-6-((5-methylpyrazin-2-yl)amino)-2-azabicyclo[2.2.1]hept-2-yl)methanone FC=1C(=C(C=CC1)C(=O)N1[C@@H]2[C@@H](C[C@H](C1)C2)NC2=NC=C(N=C2)C)C2=NC=CC=N2